5-(4'-methoxy-[1,1'-biphenyl]-2-yl)-3-methylenedihydrofuran-2(3H)-one COC1=CC=C(C=C1)C1=C(C=CC=C1)C1CC(C(O1)=O)=C